O[C@@H]1CC[C@H](CC1)C1=NC(=NC=2NC(C=3C=C(C=CC3C21)CN2CCN(CC2)C)=O)NCCC(C)C (trans-4-hydroxycyclohexyl)-3-(isopentylamino)-8-((4-methylpiperazin-1-yl)methyl)pyrimido[4,5-c]isoquinolin-6(5H)-one